(3-hydroxypropyl)-3,4-dihydroisoquinoline-2(1H)-carboxylic acid tert-butyl ester C(C)(C)(C)OC(=O)N1C(C2=CC=CC=C2CC1)CCCO